3-((tert-Butyldimethylsilyl)oxy)-N-(2-(4-methylpiperazin-1-yl)-5-nitrobenzyl)propan-1-amine [Si](C)(C)(C(C)(C)C)OCCCNCC1=C(C=CC(=C1)[N+](=O)[O-])N1CCN(CC1)C